C(C)(C)(C)OC(=O)N1C=CC2=CC(=CC=C12)B(O)O (1-(tert-butoxycarbonyl)-1H-indol-5-yl)boronic acid